tert-butyl (S)-(1-cycloheptyl-2-oxo-2-((5-(1,3,5-trimethyl-1H-pyrazol-4-yl)pyridin-2-yl)amino)ethyl)carbamate C1(CCCCCC1)[C@@H](C(NC1=NC=C(C=C1)C=1C(=NN(C1C)C)C)=O)NC(OC(C)(C)C)=O